1-oxa-4,7,10-triazacyclododecane-4,10-diacetic acid O1CCN(CCNCCN(CC1)CC(=O)O)CC(=O)O